2,4-dimethylpent-4-en CC(C)CC(=C)C